4'-bromo-N,N-diphenyl-[1,1'-biphenyl]-3-amine BrC1=CC=C(C=C1)C1=CC(=CC=C1)N(C1=CC=CC=C1)C1=CC=CC=C1